2-(3-hydroxy-phenyl)-thiazol OC=1C=C(C=CC1)C=1SC=CN1